OC1CC(C1)(C(=O)OC)C1=CC=C(C=C1)OC methyl (cis)-3-hydroxy-1-(4-methoxyphenyl)cyclobutane-1-carboxylate